(±)-N-Methyl-5-(6-methyl-5,6-dihydropyrrolo[3,4-c]pyrazol-2(4H)-yl)pyridine-2-carboxamide-5-d CNC(=O)C=1N=CC(CC1)([2H])N1N=C2C(=C1)CNC2C